C1=C(C=CC2=CC=CC=C12)C(=O)NC1=C(OC2=C1C=C(C=C2)Cl)C(=O)O (2-naphthoylamino)-5-chlorobenzofuran-2-carboxylic acid